(2-bromo-5-(methylsulfonyl)phenyl)methanol BrC1=C(C=C(C=C1)S(=O)(=O)C)CO